C1(=CC(=CC=C1)C1=NC2=C3N=C(C=CC3=CC=C2C=C1)C=1C=C(C=CC1)C1=CC(=CC=C1)Cl)C1=CC=CC=C1 2-([1,1'-biphenyl]-3-yl)-9-(3'-chloro-[1,1'-biphenyl]-3-yl)-1,10-phenanthroline